ClC=1C=C(C=NC1)C1=NC(=C2N=CN(C2=N1)[C@H]1[C@@H]([C@@H]([C@H](O1)C(=O)NCC)O)O)NCC1=CC(=CC=C1)F (2S,3S,4R,5R)-5-(2-(5-chloropyridin-3-yl)-6-(3-fluorobenzylamino)-9H-purin-9-yl)-N-ethyl-3,4-dihydroxyltetrahydrofuran-2-carboxamide